C1(=CC=CC2=CC=CC=C12)C=C1COC1 3-(naphthalen-1-ylmethylene)oxetane